4-(5-((R)-3,10-dimethyl-2,3,4,4a,5,6-hexahydro-1H-pyrazino[1,2-a]quinolin-8-yl)-1H-pyrrolo[2,3-b]pyridin-3-yl)-N-methyl-N-(((S)-tetrahydrofuran-3-yl)methyl)benzamide CN1C[C@@H]2N(C3=C(C=C(C=C3CC2)C=2C=C3C(=NC2)NC=C3C3=CC=C(C(=O)N(C[C@H]2COCC2)C)C=C3)C)CC1